3-(2-cyanopropan-2-yl)-N-(4-methyl-3-(3-methyl-4-oxo-3,4-dihydro-quinazolin-6-ylamino)phenyl)benzamide tert-Butyl-(4,4-difluorocyclohexyl)(5-methoxyhex-5-en-1-yl)carbamate C(C)(C)(C)OC(N(CCCCC(=C)OC)C1CCC(CC1)(F)F)=O.C(#N)C(C)(C)C=1C=C(C(=O)NC2=CC(=C(C=C2)C)NC=2C=C3C(N(C=NC3=CC2)C)=O)C=CC1